C1(CC1)S(=O)(=O)NC1=NC(=CC(=N1)C(C(=O)NC1=NC=C(C=C1)C1=NC(=CN=C1)OCC)(C)C)C 2-(2-(cyclopropanesulfonylamino)-6-methylpyrimidin-4-yl)-N-(5-(6-ethoxypyrazin-2-yl)pyridin-2-yl)-2-methylpropanamide